6-(1-((2-(2,6-dioxopiperidin-3-yl)-1-oxoisoindolin-5-yl)methyl)piperidin-4-yl)-2-(4-phenoxyphenyl)nicotinamide O=C1NC(CCC1N1C(C2=CC=C(C=C2C1)CN1CCC(CC1)C1=NC(=C(C(=O)N)C=C1)C1=CC=C(C=C1)OC1=CC=CC=C1)=O)=O